C1CCCC12CNCCC2CN2C=NC1=CC=C(C=C1C2=O)F 3-((7-azaspiro[4.5]decan-10-yl)methyl)-6-fluoroquinazolin-4(3H)-one